(R)-5-chloro-N-(3-fluoro-4-((3-((1-hydroxypropan-2-yl)amino)-1H-pyrazolo[3,4-b]pyridin-4-yl)oxy)phenyl)-1-(4-fluorophenyl)-2-oxo-1,2-dihydropyridine-3-carboxamide ClC=1C=C(C(N(C1)C1=CC=C(C=C1)F)=O)C(=O)NC1=CC(=C(C=C1)OC1=C2C(=NC=C1)NN=C2N[C@@H](CO)C)F